FC1(CC1)C(=O)N[C@H](C(=O)N1[C@@H](C[C@H](C1)O)C(=O)N[C@@H](CC(=O)NCCCCCCC(=O)O)C1=CC=C(C=C1)C1=C(N=CS1)C)C(C)(C)C 7-((S)-3-((2S,4R)-1-((S)-2-(1-fluorocyclopropane-1-carboxamido)-3,3-dimethylbutanoyl)-4-hydroxypyrrolidine-2-carboxamido)-3-(4-(4-methylthiazol-5-yl)phenyl)propanamido)heptanoic acid